N1=CC=C2N1C(C=CN2)=O pyrazolo[1,5-a]pyrimidin-7(4H)-one